FC1(CCC(CC1)N1C=NC(=C1C1=NC(=NC=C1)N)C1=CC=C(C=C1)F)F 4-(1-(4,4-Difluorocyclohexyl)-4-(4-fluorophenyl)-1H-imidazol-5-yl)pyrimidin-2-amine